2-but-3-enylpyrrolidine C(CC=C)C1NCCC1